4,5-dimethyl-5-(trifluorophenyl)tetrahydrofuran-2-carboxamide CC1CC(OC1(C1=C(C(=C(C=C1)F)F)F)C)C(=O)N